CC=1N=C2N(C=C(C(=C2)C)NC(=O)C2=C(C=C(S2)C2CCN(CC2)C(=O)OC(C)(C)C)F)C1 tert-butyl 4-[5-([2,7-dimethylimidazo[1,2-a]pyridin-6-yl]carbamoyl)-4-fluorothiophen-2-yl]piperidine-1-carboxylate